5-methyl-1-(1-methyl-1H-pyrazol-4-yl)-6-((3aR,5r,6aS)-2-(tetrahydro-2H-pyran-3-yl)octahydrocyclopenta[c]pyrrol-5-yl)-1H-indazole CC=1C=C2C=NN(C2=CC1C1C[C@@H]2[C@@H](CN(C2)C2COCCC2)C1)C=1C=NN(C1)C